1-[1-(2-fluoroacryloyl)azetidin-3-yl]-3-[4-(trifluoromethyl)phenyl]-7-(2,6-diazaspiro[3.3]hept-2-yl)-2,3-dihydro-1H-imidazo[4,5-b]pyridin-2-one FC(C(=O)N1CC(C1)N1C(N(C2=NC=CC(=C21)N2CC1(C2)CNC1)C1=CC=C(C=C1)C(F)(F)F)=O)=C